O1CCOC2=C1C=C(C=N2)S(=O)(=O)N2CC1=C(C2)CN(C1)C(=O)OC(C)(C)C tert-Butyl 5-[2H,3H-[1,4]dioxino[2,3]pyridine-7-sulfonyl]-1H,2H,3H,4H,5H,6H-pyrrolo[3,4-c]pyrrole-2-carboxylate